1-(3-{(1R)-1-[(6-bromo-2,8-dimethylpyrido[3,4-d]pyrimidin-4-yl)amino]ethyl}-2-fluorophenyl)-1,1-difluoro-2-methylpropan-2-ol BrC1=CC2=C(N=C(N=C2N[C@H](C)C=2C(=C(C=CC2)C(C(C)(O)C)(F)F)F)C)C(=N1)C